Cl.Cl.COC1=CC2=C(C3=CC=C(C=C3N=C2C=C1)Cl)NCCC(CC(Cl)CC)N 2-methyloxy-6-chloro-9-(3-[ethyl-2-chloroethyl]-aminopropylamino)-acridine dihydrochloride